Racemic-(4-(5-chloro-2-methylphenyl)piperazin-1-yl)((1RS,2SR)-2-(4-fluorophenyl)cyclopropyl-1,2-d2)methanone ClC=1C=CC(=C(C1)N1CCN(CC1)C(=O)[C@]1([C@@](C1)([2H])C1=CC=C(C=C1)F)[2H])C |r|